Cl.NC\C=C(\CN1N=NC2=C1C=C(C=C2C2=CC(=CC=C2)S(=O)(=O)N2CCCC2)C(=O)NC)/F (Z)-1-(4-amino-2-fluorobut-2-en-1-yl)-N-methyl-4-(3-(pyrrolidin-1-ylsulfonyl)phenyl)-1H-benzo[d][1,2,3]triazole-6-carboxamide hydrochloride